(2-mercaptonicotinoyl)glycylglycine SC1=C(C(=O)NCC(=O)NCC(=O)O)C=CC=N1